CC1(C(N(CCO1)N=O)C(=O)O)C 2,2-dimethyl-4-nitrosomorpholine-3-carboxylic acid